2-propylheptylglycolate C(CC)C(CC(C(=O)[O-])O)CCCCC